rac-(2R,4S)-N-[3-[[4-[[3-(2,3-difluoro-4-methoxyphenyl)imidazo[1,2-a]pyrazin-8-yl]amino]-2-methylbenzoyl]amino]cyclopentyl]-4-hydroxypyrrolidine-2-carboxamide FC1=C(C=CC(=C1F)OC)C1=CN=C2N1C=CN=C2NC2=CC(=C(C(=O)NC1CC(CC1)NC(=O)[C@@H]1NC[C@H](C1)O)C=C2)C |r|